CC1=C(C=CC=C1NC(=O)C1=CC=C(C=N1)CN[C@H](C(=O)O)CO)C1=C(C(=CC=C1)NC(=O)C1=CC=C(C=N1)CN[C@H](C(=O)O)CO)C (2S,2'S)-2,2'-((((((2,2'-dimethyl-[1,1'-biphenyl]-3,3'-diyl)bis(azanediyl))bis(carbonyl))bis(pyridine-6,3-diyl))bis(methylene))bis(azanediyl))bis(3-hydroxypropanoic acid)